1,4-dioxa-8-oxaspiro[4.5]Decane O1CCOC12CCOCC2